N1CC12CNC2 1,5-diazaspiro[2.3]hexane